FC(F)(F)C1=C(C=S)C=CC=C1 trifluoromethylthiobenzaldehyde